methyl (R)-4,4-difluoro-1-phenylpyrrolidine-2-carboxylate FC1(C[C@@H](N(C1)C1=CC=CC=C1)C(=O)OC)F